2-(3-(1-(2-azaspiro[3.3]heptan-6-yl)vinyl)-1,2,4-triazin-6-yl)-5-(1H-imidazol-1-yl)phenol C1NCC12CC(C2)C(=C)C=2N=NC(=CN2)C2=C(C=C(C=C2)N2C=NC=C2)O